methyl-(3R)-3-tetrahydropyran-2-yloxybutan-1-ol CC(C[C@@H](C)OC1OCCCC1)O